C(C)(=O)NC1=CC=C(C=C1)S(=O)(=O)Cl 4-acetamidobenzenesulfonyl chloride